methyl 1-[(4S)-2-[[2-chloro-3-[2-chloro-3-[(2-isopropylpyrido[3,2-d]pyrimidin-4-yl)amino]phenyl]phenyl]carbamoyl]-4,5,6,7-tetrahydropyrazolo[1,5-a]pyridin-4-yl]piperidine-4-carboxylate ClC1=C(C=CC=C1C1=C(C(=CC=C1)NC=1C2=C(N=C(N1)C(C)C)C=CC=N2)Cl)NC(=O)C2=NN1C([C@H](CCC1)N1CCC(CC1)C(=O)OC)=C2